C(C)O/C=C/C=1C=C(C=CC1C)CC(=O)O {3-[(1E)-2-ethoxyethenyl]-4-methylphenyl}acetic acid